COC=1C=C(C=C(C1C(NCC(F)(F)F)=O)OC)C1=CN=C2N1C=CC(=C2)C=2C=NN(C2)C(C(=O)OCC)C(C)C ethyl 2-[4-[3-[3,5-dimethoxy-4-(2,2,2-trifluoroethyl-carbamoyl)phenyl] imidazo[1,2-a]pyridin-7-yl] pyrazol-1-yl]-3-methyl-butanoate